(2S,4R)-N-[(S)-(4-cyclopropyl-3-fluorophenyl)(phenyl)methyl]-4-fluoro-1-[2-(2-methylquinolin-5-yl)acetyl]pyrrolidine-2-carboxamide C1(CC1)C1=C(C=C(C=C1)[C@@H](NC(=O)[C@H]1N(C[C@@H](C1)F)C(CC1=C2C=CC(=NC2=CC=C1)C)=O)C1=CC=CC=C1)F